ClC=1C=C(C#N)C=C(C1OC1=C(N=CNC1=O)C(C)F)Cl 3,5-dichloro-4-((4-(1-fluoroethyl)-6-oxo-1,6-dihydropyrimidin-5-yl)oxy)benzonitrile